COC1=CC=C(C=N1)[C@H](CC(=O)O)N1C([C@H](C1)C1=CC=C(C=C1)C1=NC=2NCCCC2C=C1)=O (S)-3-(6-methoxypyridin-3-yl)-3-((S)-2-oxo-3-(4-(5,6,7,8-tetrahydro-1,8-naphthyridin-2-yl)phenyl)azetidin-1-yl)propionic acid